O=C[C@@H](O)[C@@H](O)[C@H](O)[C@H](O)C(=O)[O-].[Na+] sodium D-mannuronate